(E)-N-(4-(1-(6-(4-(5-((2-(2,6-dioxopiperidin-3-yl)-1-oxoisoindoline-4-yl)thio)pentyl)piperazin-1-yl)pyridazin-3-carbonyl)piperidin-4-yl)butyl)-3-(pyridin-3-yl)acrylamide O=C1NC(CCC1N1C(C2=CC=CC(=C2C1)SCCCCCN1CCN(CC1)C1=CC=C(N=N1)C(=O)N1CCC(CC1)CCCCNC(\C=C\C=1C=NC=CC1)=O)=O)=O